5-amino-6-(2-chloro-5-fluorobenzoyl)-2-methyl-2H-indazol-7-carbonitrile NC1=CC2=CN(N=C2C(=C1C(C1=C(C=CC(=C1)F)Cl)=O)C#N)C